ClC=1C=C(N2N=C(N=CC21)NC=2C(=NN(C2)C(C#N)(C)C)C)C 2-(4-((5-chloro-7-methylpyrrolo[2,1-f][1,2,4]triazin-2-yl)amino)-3-methyl-1H-pyrazol-1-yl)-2-methylpropionitrile